(methylazanediyl)bis(ethane-2,1-diyl) bis(3,5,5-trimethylhexanoate) CC(CC(=O)OCCN(CCOC(CC(CC(C)(C)C)C)=O)C)CC(C)(C)C